TRIFLUOROAMINE OXIDE F[N+](F)(F)[O-]